BrC=1C(=C(C(=O)N)C=C(C1)Cl)F 3-Bromo-5-chloro-2-fluorobenzamide